5-amino-2-(3-amino-propyl)pentanoic acid NCCCC(C(=O)O)CCCN